2-(pyridin-2-yl)-5-(pyridin-2-ylmethoxy)pyrazine N1=C(C=CC=C1)C1=NC=C(N=C1)OCC1=NC=CC=C1